NC1=C(C=CC=C1O)C(CC(C(=O)O)O)=O 4-(2-amino-3-hydroxyphenyl)-2-hydroxy-4-oxobutanoic acid